BrCCOC1=C(C=CC=C1)C(C=CC=1SC=CC1)=O 2-(2-bromoethoxy)phenyl-3-(2-thienyl)-2-propen-1-one